OC1=C(CN2CCN(CCN(CCN(CC2)CC(=O)O)CC(=O)O)CC(=O)O)C=C(C=C1)[N+](=O)[O-] 2,2',2''-(10-(2-hydroxy-5-nitrobenzyl)-1,4,7,10-tetraazacyclododecane-1,4,7-triyl)triacetic acid